3-[5-(pyrrolidine-1-carbonyl)furan-2-yl]propanoate N1(CCCC1)C(=O)C1=CC=C(O1)CCC(=O)[O-]